O=C(C[C@H]1CC[C@@H](O1)CNC1=C(C(NN=C1)=O)C(F)(F)F)N1CCN(CC1)C1=NC=C(C=N1)C(F)(F)F 5-((((2R,5R)-5-(2-Oxo-2-(4-(5-(trifluoromethyl)pyrimidin-2-yl)piperazin-1-yl)ethyl)tetrahydrofuran-2-yl)methyl)amino)-4-(trifluoromethyl)pyridazin-3(2H)-one